CC1(OC2=CC(=CC=C2C=C1C=C)C=1N=C(SC1C)C)C 4-(2,2-dimethyl-3-vinyl-2H-chromen-7-yl)-2,5-dimethylthiazole